2-(2,4-dichlorophenyl)-1-{[2-(trimethylsilyl)ethoxy]methyl}-1H-pyrrole-3-carbonitrile ClC1=C(C=CC(=C1)Cl)C=1N(C=CC1C#N)COCC[Si](C)(C)C